tert-Butyl (2-(5-(piperazin-1-yl)-[1,1'-biphenyl]-2-yl)ethyl)carbamate N1(CCNCC1)C=1C=CC(=C(C1)C1=CC=CC=C1)CCNC(OC(C)(C)C)=O